C1=CC=CC=2C3=CC=CC=C3[NH+](C12)[O-] carbazole oxide